FC(C(=O)O)(F)F.CC=1C=CC=C2C(NC(=NC12)CSC1CCNCC1)=O 8-methyl-2-((piperidin-4-ylthio)methyl)quinazolin-4(3H)-one trifluoroacetate salt